3-(tert-butyl)-N-((S)-2-(2-((1R,2R)-2-(trifluoromethyl)cyclopropane-1-carboxamido)pyridin-4-yl)-6,7,8,9-tetrahydro-5H-benzo[7]annulen-5-yl)-1,2,4-oxadiazole-5-carboxamide C(C)(C)(C)C1=NOC(=N1)C(=O)N[C@H]1CCCCC2=C1C=CC(=C2)C2=CC(=NC=C2)NC(=O)[C@H]2[C@@H](C2)C(F)(F)F